tert-butyl (S)-4-((3-chloro-2,4-difluorophenyl)(methyl)carbamoyl)-3-(6,7-dihydro-5H-cyclopenta[b]pyridin-2-yl)-2-oxoimidazolidine-1-carboxylate ClC=1C(=C(C=CC1F)N(C(=O)[C@H]1N(C(N(C1)C(=O)OC(C)(C)C)=O)C1=CC=C2C(=N1)CCC2)C)F